CC1=C(N=NC=C1)C(=O)O.C1(CC1)C(=O)N (cyclopropanecarboxamide) 4-methylpyridazine-3-carboxylate